(1S,2S)-2-fluoro-N-[3-(6-methoxy-1,2-benzothiazol-5-yl)-1H-pyrrolo[2,3-b]pyridin-6-yl]cyclopropane-1-carboxamide F[C@@H]1[C@@H](C1)C(=O)NC1=CC=C2C(=N1)NC=C2C=2C(=CC1=C(C=NS1)C2)OC